COC1=C(C=C(C=C1)C)N1C(C(CCC1=O)N1C(N(C2=C1C=CC(=C2)NCCCCCCC(=O)OC(C)(C)C)C)=O)=O tert-butyl 7-({1-[1-(2-methoxy-5-methylphenyl)-2,6-dioxopiperidin-3-yl]-3-methyl-2-oxo-1,3-benzodiazol-5-yl}amino)heptanoate